CC1=C(NC2=CC=C(C=C12)C1CCN(CC1)C(=O)OC(C)(C)C)C1=C2C(=NC=C1)NC=C2 tert-Butyl 4-(3-methyl-2-(1H-pyrrolo[2,3-b]pyridin-4-yl)-1H-indol-5-yl)piperidine-1-carboxylate